C(N)(OC([C@@H](N)[C@@H](C)CC)=O)=O Isoleucinyl Carbamate